2-((1R,4R)-4-((3-(3-(trifluoromethyl)phenyl)imidazo[1,2-b]pyridazin-6-yl)amino)cyclohexyl)propan-2-ol hydrochloride Cl.FC(C=1C=C(C=CC1)C1=CN=C2N1N=C(C=C2)NC2CCC(CC2)C(C)(C)O)(F)F